4-(4-[3-Cyano-4-methoxypyrazolo[1,5-a]pyridin-6-yl]-5-methylpyrazol-1-yl)piperidine C(#N)C=1C=NN2C1C(=CC(=C2)C=2C=NN(C2C)C2CCNCC2)OC